10,10-dimethyl-anthracene CC1(C=2C=CC=CC2CC2=CC=CC=C12)C